ClC1=CC=C(N=N1)N1CCCC12CCCN(C2)C 1-(6-chloropyridazin-3-yl)-9-methyl-1,9-diazaspiro[4.5]decane